ClC1=C(C=CC=C1)S(=O)(=O)[O-] chlorobenzenesulfonate